4-[2-chloro-4-(trifluoromethoxy)phenoxy]-N-(1-oxopyridin-1-ium-3-yl)-6-(trifluoromethyl)pyridine-3-carboxamide ClC1=C(OC2=C(C=NC(=C2)C(F)(F)F)C(=O)NC=2C[N+](C=CC2)=O)C=CC(=C1)OC(F)(F)F